ClC1=NC(=NC(=C1)NC1=NC=CC(=C1)OC(F)(F)F)N1CC2(CC1)CC(CCC2)C(=O)OCC ethyl 2-(4-chloro-6-((4-(trifluoromethoxy) pyridin-2-yl) amino) pyrimidin-2-yl)-2-azaspiro[4.5]decane-7-carboxylate